tert-Butyl 6-Hydroxy-2-oxobenzo[cd]indole-1(2H)-carboxylate OC=1C=2C3=C(C(N(C3=CC1)C(=O)OC(C)(C)C)=O)C=CC2